OC(CN1CCC(CC1)NC(=O)NC1=C2C=C(N(C2=CC=C1)CC(F)(F)F)C#CCNC1=C(C=C(C=C1)S(=O)(=O)C)OC)CO 1-[1-(2,3-dihydroxy-propyl)piperidin-4-yl]-3-(2-{3-[(4-methane-sulfonyl-2-methoxy-phenyl)amino]prop-1-yn-1-yl}-1-(2,2,2-trifluoro-ethyl)-1H-indol-4-yl)urea